O=C1NC(CCC1N1C(C2=CC=C(C=C2C1)NC(=O)C=1N=CN(C1)C1=CC=CC=C1)=O)=O N-(2-(2,6-dioxopiperidin-3-yl)-1-oxoisoindolin-5-yl)-1-phenyl-1H-imidazole-4-carboxamide